1-(6-(1H-pyrazol-1-yl)pyridin-2-yl)-N-((1R,2R,4S)-7-(4-methoxybenzyl)-7-azabicyclo[2.2.1]heptan-2-yl)-1H-indazole-5-carboxamide N1(N=CC=C1)C1=CC=CC(=N1)N1N=CC2=CC(=CC=C12)C(=O)N[C@H]1[C@H]2CC[C@@H](C1)N2CC2=CC=C(C=C2)OC